CN1N=CC(=C1C)C=1C=NC=2CCN(CC2C1)C=1C(=CC=2N(N1)C(C=C(N2)COC)=O)C 7-(3-(1,5-dimethyl-1H-pyrazol-4-yl)-7,8-dihydro-1,6-naphthyridin-6(5H)-yl)-2-(methoxymethyl)-8-methyl-4H-pyrimido[1,2-b]pyridazin-4-one